ethyl rac-3-methyl-3-(trifluoromethyl)-5-(((trifluoromethyl)sulfonyl)oxy)-3,4-dihydro-2H-pyran-6-carboxylate C[C@@]1(COC(=C(C1)OS(=O)(=O)C(F)(F)F)C(=O)OCC)C(F)(F)F |r|